(2-(tetrahydro-2H-pyran-2-yl)-7-(4,4,5,5-tetramethyl-1,3,2-dioxaborolan-2-yl)-2H-indazol-3-yl)(3,4,5-trifluorophenyl)methanone O1C(CCCC1)N1N=C2C(=CC=CC2=C1C(=O)C1=CC(=C(C(=C1)F)F)F)B1OC(C(O1)(C)C)(C)C